2-[4-(3-bromo-2-oxo-propoxy)-3-fluoro-phenyl]-4-[(2,6-difluorophenyl)methyl]-1,2,4-triazol-3-one BrCC(COC1=C(C=C(C=C1)N1N=CN(C1=O)CC1=C(C=CC=C1F)F)F)=O